[C@H]12CNC[C@H](CC1)N2C2=NC=CC(=N2)C2CCN(CC2)C(=O)OCC2=CC=CC=C2 benzyl 4-(2-((1R,5S)-3,8-diazabicyclo[3.2.1]octan-8-yl)pyrimidin-4-yl)piperidine-1-carboxylate